3-(2,6-difluoro-3,5-dimethoxyphenyl)-1-ethyl-7-vinyl-3,4-dihydropyrido[4,3-d]pyrimidin-2(1H)-one FC1=C(C(=C(C=C1OC)OC)F)N1C(N(C2=C(C1)C=NC(=C2)C=C)CC)=O